N1C=NC2=C1C=CC(=C2)N2C(NCC2C2=CC=C(C=C2)C2CCOCC2)=O 1-(1H-benzo[d]imidazol-5-yl)-5-(4-(tetrahydro-2H-pyran-4-yl)phenyl)imidazolidin-2-one